ethyl 1-(2-fluoro-3-(1-((2,6,8,8-tetramethyl-7-oxo-7,8-dihydro-6H-pyrrolo[2,3-g]quinazolin-4-yl)amino)ethyl)phenyl)cyclopropane-1-carboxylate FC1=C(C=CC=C1C(C)NC1=NC(=NC2=CC3=C(C=C12)N(C(C3(C)C)=O)C)C)C3(CC3)C(=O)OCC